C1(=CC=CC=C1)[C@H]([C@H](NC[C@H]1NCCC1)C1=CC=CC=C1)NS(=O)(=O)C1=CC=C(C=C1)C N-((1R,2R)-1,2-Diphenyl-2-((((S)-pyrrolidin-2-yl)methyl)amino)ethyl)-4-methylbenzenesulfonamide